ClCC(=O)N(NC([C@H](CC(C)C)NC(OC(C)(C)C)=O)=O)C[C@H]1C(NCC1)=O Tert-butyl ((S)-1-(2-(2-chloroacetyl)-2-(((S)-2-oxopyrrolidin-3-yl)methyl)hydrazineyl)-4-methyl-1-oxopentan-2-yl)carbamate